4-(cyclopropylamino)-2-azabicyclo[4.1.0]heptane-2-carboxamide C1(CC1)NC1CN(C2CC2C1)C(=O)N